COC=1C=C(C=CC1)C1=NN2C(=NC=3C=CC=CC3C2=N1)[C@](N)(C(C)C)C(=O)N 2-[2-(3-methoxyphenyl)[1,2,4]triazolo[1,5-c]quinazolin-5-yl]-L-valinamide